ethyl 8'-methyl-2'-[(5-methylpyridin-2-yl) methyl]-2',5'-dihydrospiro[cyclobutane-1,4'-furo[2,3-g]indazole]-7'-carboxylate CC1=C(OC=2CC3(C4=CN(N=C4C21)CC2=NC=C(C=C2)C)CCC3)C(=O)OCC